N-[[4-(2-methoxyethoxy)phenyl]methyl]carbamate COCCOC1=CC=C(C=C1)CNC([O-])=O